5,6,7,8-tetrahydro-2,6-naphthyridin-4-ol C1=NC=C(C=2CNCCC12)O